FC1(CC(C1)OC1=C(N=CC=2N1N=C(N2)NC2CCN(CC2)S(=O)(=O)C)C=2C=NNC2)F 5-(3,3-Difluorocyclobutoxy)-N-(1-(methylsulfonyl)piperidin-4-yl)-6-(1H-pyrazol-4-yl)-[1,2,4]triazolo[1,5-a]pyrazin-2-amine